3-[(2-chlorophenyl)methyl]-5-[difluoro(phenyl)methyl]-7-(3-isothiocyanatopyrrolidin-1-yl)-3H-[1,2,3]triazolo[4,5-d]pyrimidine ClC1=C(C=CC=C1)CN1N=NC2=C1N=C(N=C2N2CC(CC2)N=C=S)C(C2=CC=CC=C2)(F)F